N1(CCC1)CC1(CC1)NC(=O)C1(CC1)C1=CC(=CC=C1)OC N-(1-(azetidin-1-ylmethyl)cyclopropyl)-1-(3-methoxyphenyl)cyclopropane-1-carboxamide